C1(CC1)C([C@@H](C(=O)NC1=C(C=C(C=C1)[C@@H](C(NCC(F)(F)F)=O)C)F)NC(=O)C1=CC=NN1CCN1CCOCC1)C1CC1 N-((S)-1,1-dicyclopropyl-3-((2-fluoro-4-((S)-1-oxo-1-((2,2,2-trifluoroethyl)amino)propan-2-yl)phenyl)amino)-3-oxopropan-2-yl)-1-(2-morpholinoethyl)-1H-pyrazole-5-carboxamide